(4-methyl-2-phenylpiperazin-1-yl)-(2-morpholin-4-yl-4-nitrophenyl)methanone CN1CC(N(CC1)C(=O)C1=C(C=C(C=C1)[N+](=O)[O-])N1CCOCC1)C1=CC=CC=C1